C1(CC1)NC(=O)NC=1C(=NN2C1N=C(C=C2)N2[C@H](CC(C2)(F)F)C2=C(C=CC(=C2)F)F)F (R)-1-cyclopropyl-3-(5-(2-(2,5-difluorophenyl)-4,4-difluoropyrrolidin-1-yl)-2-fluoropyrazolo[1,5-a]pyrimidin-3-yl)urea